3-[2-(3-Chlorophenyl)ethynyl]-N-(2-pyridyl)-6,8-dihydro-5H-[1,2,4]triazolo[4,3-a]pyrazine-7-carboxamide ClC=1C=C(C=CC1)C#CC1=NN=C2N1CCN(C2)C(=O)NC2=NC=CC=C2